O=C(CC(=O)SCCNC(CCNC([C@@H](C(COP(OP(OC[C@@H]1[C@H]([C@H]([C@@H](O1)N1C=NC=2C(N)=NC=NC12)O)OP(=O)(O)O)(=O)O)(=O)O)(C)C)O)=O)=O)CCCCC 3-oxooctanoyl-CoA